(2R,3S)-3-hydroxy-4-oxo-1-phenyl-4-((pyridine-2-ylmethyl)amino)butan O[C@@H](CCC1=CC=CC=C1)C(NCC1=NC=CC=C1)=O